FC1(C2CC(CC1CC2)C(=O)N2C[C@]1(CC2)C=C(C(C(C1)(C)C)=O)C#N)F (5R)-2-(8,8-difluorobicyclo[3.2.1]octane-3-carbonyl)-9,9-dimethyl-8-oxo-2-azaspiro[4.5]dec-6-ene-7-carbonitrile